NC1=NC=2C=C(C(=CC2C2=C1C=NN2C)C(=O)N2C(CC[C@@H](C2)C)C=2C=C1CC3(C(NC1=C(C2)F)=O)CC3)Cl 6'-((5S)-1-(4-amino-7-chloro-1-methyl-1H-pyrazolo[4,3-c]quinoline-8-carbonyl)-5-methylpiperidin-2-yl)-8'-fluoro-1',4'-dihydro-2'H-spiro[cyclopropane-1,3'-quinoline]-2'-one